BrC=1C2=C(C=NC1)NC=N2 7-bromo-3H-imidazo[4,5-c]pyridine